ClC=1C=C(C=CC1Cl)NC1=CC=2C(=NC3=CC=CN=C3C2NCCNC(OC(C)(C)C)=O)C=C1 tert-Butyl (2-((8-((3,4-dichlorophenyl)amino)benzo[b][1,5]naphthyridin-10-yl)amino)ethyl)carbamate